ClC1=CC(=C(C=N1)N)OC1CC1 6-Chloro-4-cyclopropoxypyridin-3-amine